6-chloro-N-(6-(4,5-dimethyl-1H-imidazol-1-yl)-5-methoxypyridin-3-yl)phthalazin-1-amine phosphoric acid salt P(O)(O)(O)=O.ClC=1C=C2C=NN=C(C2=CC1)NC=1C=NC(=C(C1)OC)N1C=NC(=C1C)C